1-{2-[(3S)-3-cyclopropylmorpholin-4-yl]ethyl}-4-[3-(1-ethyl-3-methyl-1H-pyrazol-5-yl)-1H-1,2,4-triazol-5-yl]-1H-indazole-6-carboxamide C1(CC1)[C@@H]1N(CCOC1)CCN1N=CC2=C(C=C(C=C12)C(=O)N)C1=NC(=NN1)C1=CC(=NN1CC)C